C[C@@]12OO[C@]34[C@@H](CC1)[C@@H](CC[C@H]3[C@H]([C@@H](O[C@@H]4O2)C(=O)NCC(F)(F)F)C)C (3R,5aS,6R,8aS,9R,10R,12R,12aR)-3,6,9-trimethyl-N-(2,2,2-trifluoroethyl)decahydro-12H-3,12-epoxypyrano[4,3-j][1,2]benzodioxepin-10-carboxamide